(2-cyclopropylpyrazolo[1,5-a]pyridin-4-yl)methanol sodium 5-hydroxyundecanoate OC(CCCC(=O)[O-])CCCCCC.[Na+].C1(CC1)C1=NN2C(C(=CC=C2)CO)=C1